FC(N1C=2C=3C=CN=C([C@@H](CC=C[C@H](C(NC2C=N1)=O)C)NC(OC(C)(C)C)=O)C3)F tert-butyl N-[(9R,13R)-3-(difluoromethyl)-9-methyl-8-oxo-3,4,7,15-tetraazatricyclo[12.3.1.02,6]octadeca-1(18),2(6),4,10,14,16-hexaen-13-yl]carbamate